6-(2'-Methoxy-4'-methyl-3,4,5,6-tetrahydro-2H-[1,3']bipyridinyl-4-yl)-4-(2-trifluoromethyl-benzyl)-1-(2-trimethylsilanyl-ethoxymethyl)-1,4,6,7-tetrahydro-pyrazolo[4,3-d]pyrimidin-5-on COC1=NC=CC(=C1N1CCC(CC1)N1C(N(C2=C(C1)N(N=C2)COCC[Si](C)(C)C)CC2=C(C=CC=C2)C(F)(F)F)=O)C